(3S*,3aS*,6R*,7R*,7aS*)-7-benzyl-N-(4-chlorobenzyl)-1-isobutyl-1,2,3,6,7,7a-hexahydro-3aH-3,6-methanopyrrolo[3,2-b]pyridine-3a-carboxamide C(C1=CC=CC=C1)[C@H]1[C@H]2[C@]3(N=C[C@@H]1C[C@H]3CN2CC(C)C)C(=O)NCC2=CC=C(C=C2)Cl |o1:7,8,9,12,14|